n-butylammonium fluorobenzoate FC1=C(C(=O)[O-])C=CC=C1.C(CCC)[NH3+]